BrC=1C=C(C=C(C1)CO[Si](C)(C)C(C)(C)C)CO[Si](C)(C)C(C)(C)C [3-bromo-5-[[tert-butyl(dimethyl)silyl]oxymethyl]phenyl]methoxy-tert-butyl-dimethyl-silane